ClC1=CC=C(C(=N1)C(=O)O)N[C@H](C)C=1C=C(C=C2C(N(C(=NC12)C12CC(C1)(C2)O)C)=O)C (R)-6-chloro-3-((1-(2-(3-hydroxybicyclo[1.1.1]pentan-1-yl)-3,6-dimethyl-4-oxo-3,4-dihydroquinazolin-8-yl)ethyl)amino)picolinic acid